6-chloro-N-[5-(2,2-difluoroethoxy)-4,6-dimethoxy-pyrimidin-2-yl]-7-oxazol-5-yl-1H-indole-3-sulfonamide ClC1=CC=C2C(=CNC2=C1C1=CN=CO1)S(=O)(=O)NC1=NC(=C(C(=N1)OC)OCC(F)F)OC